N[C@@H]1CCC2=C(C3=C(N=NC(=C3)C3=C(C=CC=C3)O)S2)C1 (R)-2-(6-amino-5,6,7,8-tetrahydrobenzo[4,5]thieno[2,3-c]pyridazin-3-yl)phenol